C1(=CC=CC2=CC3=CC=CC=C3C=C12)C(=O)N=[N+]=[N-] anthranoyl azide